N[C@@H](CO)C(C)(C)C (R)-2-amino-3,3-dimethyl-1-butanol